C1(CC1)C1=NC=NC(=C1C1=NC=C(C(=N1)N(OC)CC1=CC=C(C=C1)C=1N(C=C(N1)C(F)(F)F)C)OC)OC N-(4'-Cyclopropyl-5,6'-dimethoxy-[2,5'-bipyrimidin]-4-yl)-O-methyl-N-(4-(1-methyl-4-(trifluoromethyl)-1H-imidazol-2-yl)benzyl)hydroxylamine